Tripotassium phosphat P(=O)([O-])([O-])[O-].[K+].[K+].[K+]